ClC=1C=C(C=CC1NC(=O)NCC1=CC2=C(C(N(C2)C2(C(NC(CC2)=O)=O)C)=O)S1)C 1-(3-chloro-4-tolyl)-3-((5-(3-methyl-2,6-dioxopiperidin-3-yl)-6-oxo-5,6-dihydro-4H-thieno[2,3-c]pyrrol-2-yl)methyl)urea